C1=CC=CC=2SC3=CC=CC=C3N(C12)CC1=CC=C(C(=O)NNCC)C=C1 4-((10H-phenothiazin-10-yl)methyl)-N'-ethylbenzoic hydrazide